C1(CCCC1)SC1=NC=CC=C1C1=CC=C(C=C1)CCCCC(=O)O 5-[4-(2-cyclopentylsulfanyl-3-pyridinyl)phenyl]pentanoic acid